1-Tert-butyl-5-fluoro-N-{2-fluoro-4-methyl-5-[5-(morpholin-4-yl)-[1,2,4]triazolo[4,3-a]pyridin-7-yl]phenyl}pyrazole-4-carboxamide C(C)(C)(C)N1N=CC(=C1F)C(=O)NC1=C(C=C(C(=C1)C1=CC=2N(C(=C1)N1CCOCC1)C=NN2)C)F